7-{1-[1-(2-fluorophenyl)-1H-1,2,3-triazol-4-yl]propyl}-5-(4-methoxypyrimidin-5-yl)-2-methyl-7H-pyrrolo[2,3-d]pyrimidin-4-amine FC1=C(C=CC=C1)N1N=NC(=C1)C(CC)N1C=C(C2=C1N=C(N=C2N)C)C=2C(=NC=NC2)OC